OC1=C(C=CC=C1C(C)C)C(=O)C1=C(C(=CC=C1)C(C)C)O 2-hydroxy-isopropyl-phenyl ketone